[4-(6-amino-5-chloro-pyrimidin-4-yl)oxy-3-fluoro-phenyl]-1-(4-methyl-2-pyridinyl)-5-(trifluoromethyl)pyrazole-4-carboxamide NC1=C(C(=NC=N1)OC1=C(C=C(C=C1)C1=NN(C(=C1C(=O)N)C(F)(F)F)C1=NC=CC(=C1)C)F)Cl